ClCC1=C(N)C=CC=C1 2-(chloromethyl)aniline